C(C1=CC=CC=C1)N1C2=C(SCC1)C=CC(=C2)NC(=O)NC2=CNC1=CC=C(C=C21)C#N 1-(4-benzyl-3,4-dihydro-2H-benzo[b][1,4]thiazin-6-yl)-3-(5-cyano-1H-indol-3-yl)urea